CN(C=1C=CC(=C(C1)C1=CC(=CC=C1)OC)S(=O)(=O)N1CCC(CC1)(C(=O)NC\C=C\S(=O)(=O)C)F)C (E)-1-((5-(dimethylamino)-3'-methoxy-[1,1'-biphenyl]-2-yl)sulfonyl)-4-fluoro-N-(3-(methylsulfonyl)allyl)piperidine-4-carboxamide